6-methyl-4-(1-methyl-2-oxo-5-phenyl-1,2-dihydropyridin-4-yl)-2-(1-(trifluoromethyl)-1H-pyrazol-4-yl)-1,6-dihydro-7H-pyrrolo[2,3-c]pyridin-7-one CN1C(C2=C(C(=C1)C1=CC(N(C=C1C1=CC=CC=C1)C)=O)C=C(N2)C=2C=NN(C2)C(F)(F)F)=O